3-(4-(4-(1H-benzotriazol-1-yl)butyl)piperazin-1-yl)benzisothiazole hydrochloride Cl.N1(N=NC2=C1C=CC=C2)CCCCN2CCN(CC2)C2=NSC1=C2C=CC=C1